N-(5-(phenylamino)-1-(4-(trifluoromethyl)phenyl)-1,2,3,4-tetrahydroquinolin-3-yl)propionamide C1(=CC=CC=C1)NC1=C2CC(CN(C2=CC=C1)C1=CC=C(C=C1)C(F)(F)F)NC(CC)=O